CC(C)(C)C=1C=C(C=C(C1O)C(C)(C)C)CC(C(=O)OC1CC(N(C(C1)(C)C)C)(C)C)(C(=O)OC1CC(N(C(C1)(C)C)C)(C)C)CCCC bis(1,2,2,6,6-pentamethyl-4-piperidyl) [[3,5-bis(1,1-dimethyl ethyl)-4-hydroxy-phenyl]methyl]butylmalonate